benzyl 6-(2-oxoethyl)-4-phenylisoindoline-2-carboxylate O=CCC1=CC(=C2CN(CC2=C1)C(=O)OCC1=CC=CC=C1)C1=CC=CC=C1